1-methyl-1H-pyrazolo[4,3-b]pyridin CN1N=CC2=NC=CC=C21